(3R)-3-amino-5-[(4-chlorophenyl)methyl]-7-[5-[3-(difluoromethyl)azetidin-3-yl]-1,3,4-oxadiazol-2-yl]-8-fluoro-1,1-dioxo-2,3-dihydro-1lambda6,5-benzothiazepin-4-one N[C@H]1CS(C2=C(N(C1=O)CC1=CC=C(C=C1)Cl)C=C(C(=C2)F)C=2OC(=NN2)C2(CNC2)C(F)F)(=O)=O